CNCC12CN(C(C1)C2)C(=O)OC(C)(C)C tert-Butyl 4-((Methylamino)methyl)-2-azabicyclo[2.1.1]hexane-2-carboxylate